N-ethyl-N-(2-methoxyethyl)-3-({4-[({2-[methyl(methylsulfonyl)amino]pyridin-3-yl}methyl)amino]-5-(trifluoromethyl)pyrimidin-2-yl}amino)benzamide C(C)N(C(C1=CC(=CC=C1)NC1=NC=C(C(=N1)NCC=1C(=NC=CC1)N(S(=O)(=O)C)C)C(F)(F)F)=O)CCOC